O[C@@H](C=O)C (R)-2-hydroxypropanal